2-[2-(2-methoxymethoxy-5-ethyl-phenyl)-styryl]-N-methylpyrrolidine COCOC1=C(C=C(C=C1)CC)C1=C(C=CC2N(CCC2)C)C=CC=C1